FC=1C=C(C=CC1F)C1=CC=C(C=C1)[C@@H]1CC[C@H](CC1)CCCCC 3,4-difluoro-4'-(trans-4-pentylcyclohexyl)biphenyl